5-amino-9-(diethylamino)benzo(a)phenazine-7-ium chloride [Cl-].NC1=C2C(=C3N=C4C=CC(=CC4=[NH+]C3=C1)N(CC)CC)C=CC=C2